C1(=O)NO1.C1(=O)NO1.[K] potassium epoxydicarboxamide salt